C(=CCCCCCCCCCCCCCCCC)C([NH+](C)C)C=CCCCCCCCCCCCCCCCC dioctadecenyltrimethylammonium